isoquinolin-1-yl-(phenyl)methanone C1(=NC=CC2=CC=CC=C12)C(=O)C1=CC=CC=C1